N-(5-(6,7-dihydro-4H-pyrazolo[5,1-c][1,4]oxazin-2-yl)-4-((4-methyl-6-(methylsulfonyl)pyridin-2-yl)amino)pyridin-2-yl)acetamide N1=C(C=C2COCCN21)C=2C(=CC(=NC2)NC(C)=O)NC2=NC(=CC(=C2)C)S(=O)(=O)C